C(C)NC(C1=CC(=C(C=C1)NCC#CC=1N(C2=CC=CC(=C2C1)NC1CCC(CC1)N1C[C@@H]2OC(C1)C2)CC(F)(F)F)OC)=O N-ethyl-3-methoxy-4-{[3-(4-{[(1R,4R)-4-{6-oxa-3-azabicyclo[3.1.1]heptan-3-yl}cyclohexyl]amino}-1-(2,2,2-trifluoroethyl)-1H-indol-2-yl)prop-2-yn-1-yl]amino}benzamide